methyl N-[5-[6-[(3-ethoxy-4-fluoro-benzoyl)-methyl-amino]-8-methyl-imidazo[1,2-a]pyridin-3-yl]-2-pyridyl]carbamate C(C)OC=1C=C(C(=O)N(C=2C=C(C=3N(C2)C(=CN3)C=3C=CC(=NC3)NC(OC)=O)C)C)C=CC1F